3-(4-(3-amino-6-bromopyrazin-2-yloxy)-1H-pyrazol-1-yl)cyclobutanecarbonitrile NC=1C(=NC(=CN1)Br)OC=1C=NN(C1)C1CC(C1)C#N